NC1=CC=CC(=N1)S(=O)(=O)NC(=O)C=1C(=NC(=C(C1)Cl)C1=CC(=CC(=C1)OCC(C)C)F)N1C(C[C@@H](C1)C)(C)C N-[(6-Amino-2-pyridyl)sulfonyl]-5-chloro-6-(3-fluoro-5-isobutoxyphenyl)-2-[(4S)-2,2,4-trimethylpyrrolidin-1-yl]pyridin-3-carboxamid